(2R,4S)-1-(1,3-benzodioxol-4-ylmethyl)-N-(4-bromophenyl)-4-fluoro-pyrrolidine-2-carboxamide O1COC2=C1C=CC=C2CN2[C@H](C[C@@H](C2)F)C(=O)NC2=CC=C(C=C2)Br